3,3,3-Trifluoroprop-1-en-2-yl 3-(5-chloro-3-phenyl-1H-indazol-1-yl)-2,2-dimethylpropanoate ClC=1C=C2C(=NN(C2=CC1)CC(C(=O)OC(=C)C(F)(F)F)(C)C)C1=CC=CC=C1